N-(2-{[(1R,3S)-3-[4-amino-3-(5-cyclopropyl-1,2-oxazol-3-yl)-1H-pyrazolo[3,4-d]pyrimidin-1-yl]cyclopentyl]oxy}ethyl)propanamide NC1=C2C(=NC=N1)N(N=C2C2=NOC(=C2)C2CC2)[C@@H]2C[C@@H](CC2)OCCNC(CC)=O